N-[3-(p-toluenesulfonyloxy)phenyl]-N'-[3-(benzylsulfonyloxy)phenyl]urea CC1=CC=C(C=C1)S(=O)(=O)OC=1C=C(C=CC1)NC(=O)NC1=CC(=CC=C1)OS(=O)(=O)CC1=CC=CC=C1